FC(OC1=CC(=NN1)NC1=NC(=CN=C1)OC1(CCNCC1)C)F N-(5-(difluoromethoxy)-1H-pyrazol-3-yl)-6-((4-methylpiperidin-4-yl)oxy)pyrazin-2-amine